ClC1=CNC2=C(C=CC=C12)NS(=O)(=O)C=1C=NN(C1)C1=CC=CC=C1 N-(3-chloro-1H-indol-7-yl)-1-phenyl-pyrazole-4-sulfonamide